C1(=CC=CC=C1)[S+](C1=CC=C(C=C1)S)C1=CC=CC=C1 diphenyl-(p-mercaptophenyl)sulfonium